C(#C)C1=C(C=C(C=N1)CN1C2CN(CC1C2)C2=CC=C(C=N2)C=2C=1N(C=C(C2)C=2C=NN(C2)C)N=CC1C#N)F 4-(6-(6-((6-ethynyl-5-fluoropyridin-3-yl)methyl)-3,6-diazabicyclo[3.1.1]heptan-3-yl)pyridin-3-yl)-6-(1-methyl-1H-pyrazol-4-yl)pyrazolo[1,5-a]pyridine-3-carbonitrile